COC=1C=C2CCN([C@H](C2=CC1OC)CCC1=CNC2=CC(=CC=C12)C)C=O (S)-6,7-dimethoxy-1-(2-(6-methyl-1H-indol-3-yl)ethyl)-3,4-dihydroisoquinoline-2(1H)-formaldehyde